(4-aminophenyl) (4-hydroxyphenyl) ketone OC1=CC=C(C=C1)C(=O)C1=CC=C(C=C1)N